C=CC(C)=C.[Na] sodium isoprene